CC1=NC2=CC=CC=C2C(=C1)N1CCN(CC1)C(=O)C1CN(CCC1)C(=O)OC(C)(C)C Tert-butyl 3-(1-(2-methylquinolin-4-yl)piperazine-4-carbonyl)piperidine-1-carboxylate